(S)-5-methyl-6-oxo-6,6a,7,8,9,10-hexahydro-5H-pyrazino[1,2-a]pyrido[3,2-e]pyrazine-3-carbonitrile CN1C([C@H]2N(C3=C1C=C(C=N3)C#N)CCNC2)=O